2-(4-bromo-1-methyl-1H-pyrazol-5-yl)-3-(difluoromethyl)-1-naphthonitrile BrC=1C=NN(C1C1=C(C2=CC=CC=C2C=C1C(F)F)C#N)C